N-(5-(4-(1-methyl-1H-1,2,3-triazol-4-yl)phenyl)-8-(methylamino)-2,7-naphthyridin-3-yl)cyclopropanecarboxamide CN1N=NC(=C1)C1=CC=C(C=C1)C1=C2C=C(N=CC2=C(N=C1)NC)NC(=O)C1CC1